C(C1=CC=CC=C1)(=O)C=1C(=C(C=CC1)C(=O)C1=C(C(=CC=C1)C(C1=CC=CC=C1)=O)C)C benzoylmethylphenyl ketone